C(C)(C)(C)OC(=O)N1CC2(CNCC3COCCN32)C1 hexahydro-1'H-spiro[azetidine-3,6'-pyrazino[2,1-c][1,4]oxazine]-1-carboxylic acid tert-butyl ester